2-(2-methylpyridin-3-yl)oxazole-4-carboxylic acid CC1=NC=CC=C1C=1OC=C(N1)C(=O)O